4-(propane-1-yn-1-yl)-1H-indazole-7-acetic acid C(#CC)C1=C2C=NNC2=C(C=C1)CC(=O)O